5,4'-dihydroxybiphenyl OC=1C=CC=C(C1)C1=CC=C(C=C1)O